FC1=CC(=C(C=C1C(NC1=NC(=CN=C1)C(F)(F)F)=O)NC(=O)C1=CN=C(S1)C)C N-[4-fluoro-2-methyl-5-[[6-(trifluoromethyl)pyrazin-2-yl]carbamoyl]phenyl]-2-methyl-1,3-thiazole-5-carboxamide